3-(1-Aminocyclopropyl)acrylamide NC1(CC1)C=CC(=O)N